N(=[N+]=[N-])C(CO)C(C=CCCCCCCCCCCCCCCC)O 2-azido-icos-4-ene-1,3-diol